NC1=C(C=CC(=C1)OC(F)(F)F)C(=O)N1CCC(CC1)C1=CNC2=NC=C(N=C21)C2CCOCC2 [2-Amino-4-(trifluoromethoxy)phenyl]-[4-(2-tetrahydropyran-4-yl-5H-pyrrolo[2,3-b]pyrazin-7-yl)-1-piperidyl]methanone